ClC=1C2=C(N=CN1)NC(C(=C2)C2CCN(CC2)C(=O)OCCCC)=O butyl 4-(4-chloro-7-oxo-7,8-dihydropyrido[2,3-d]pyrimidin-6-yl)piperidine-1-carboxylate